C(CCC)C1=CC=C(C=C)C=C1 p-butylstyrene